1-(7-fluoro-3,3-dimethyl-2,3-dihydro-[1,4]dioxino[2,3-b]pyridin-6-yl)ethan-1-ol FC=1C=C2C(=NC1C(C)O)OC(CO2)(C)C